1-Methyl-2-(6-trifluoromethyl-benzothiazol-2-ylamino)-1H-benzoimidazole-5-carboxylic acid [2-((S)-3-methoxy-pyrrolidin-1-yl)-2-oxo-ethyl]-amide CO[C@@H]1CN(CC1)C(CNC(=O)C1=CC2=C(N(C(=N2)NC=2SC3=C(N2)C=CC(=C3)C(F)(F)F)C)C=C1)=O